F[B-](F)(F)F.SC1=CC=C(C=C1)[N+]#N 4-mercaptobenzenediazonium tetrafluoroborate